ClC1=C(C=C(C=C1)F)N=C(N)C1=C(C=2N(N=C1)C=C(C2)C2=C(C=C(C(=C2)OC)OC)C)NCC2CCNCC2 N'-(2-chloro-5-fluoro-phenyl)-6-(4,5-dimethoxy-2-methyl-phenyl)-4-(4-piperidylmethylamino)pyrrolo[1,2-b]pyridazine-3-carboxamidine